C(C)(C)N1C(=NC(=C1)C(F)(F)F)C1=CC=C(CN2C=3N(CCC2=O)N=C(N3)C3=C(C=NN3C(C)C)C)C=C1 4-(4-(1-isopropyl-4-(trifluoromethyl)-1H-imidazol-2-yl)benzyl)-2-(1-isopropyl-4-methyl-1H-pyrazol-5-yl)-6,7-dihydro-[1,2,4]triazolo[1,5-a]pyrimidin-5(4H)-one